C(#C)C1=C(C=C(C=C1)C(=O)N1CC2(C1)CC(C2)N(C=2C1=C(N=CN2)NC=C1)C)C (4-ethynyl-3-methylphenyl)(6-(methyl(7H-pyrrolo[2,3-d]pyrimidin-4-yl)amino)-2-azaspiro[3.3]heptan-2-yl)methanone